CN1CCN(CC1)CC1=C(C=C(C=C1)NC(=O)C1=CC=C2CCN(C2=C1)CC=1C=NC=2N(C1)N=CC2)C(F)(F)F N-(4-((4-methylpiperazin-1-yl)methyl)-3-(trifluoromethyl)phenyl)-1-(pyrazolo[1,5-a]pyrimidin-6-ylmethyl)indoline-6-carboxamide